BrC1=C(C(=O)O)C=C(C(=C1)F)OC(F)F 2-Bromo-5-(difluoromethoxy)-4-fluorobenzoic acid